C=COCCSCCOCCOCCSCCOC=C 3,9,12,18-tetraoxa-6,15-dithiaicosa-1,19-diene